BrC1=CC(=C(S1)C(=O)O)Cl 5-bromo-3-chlorothiophene-2-carboxylic acid